FC=1C(=CC(=C(C(=O)NC2CCOCC2)C1)O[C@@H](C)CC(C)C)N1N=C(N(C1=O)C)C(C)C 5-fluoro-4-[4-methyl-5-oxo-3-(prop-2-yl)-4,5-dihydro-1H-1,2,4-triazol-1-yl]-2-{[(2S)-4-methylpent-2-yl]oxy}-N-(tetrahydro-2H-pyran-4-yl)benzamide